ClC1=CC(=C(COC2=NC=3CN(CCC3C=C2C(F)(F)F)CC2=NC3=C(N2C[C@H]2OCC2)C(=C(C=C3)C(=O)OC)F)C=C1)OC methyl (S)-2-((2-((4-chloro-2-methoxybenzyl)oxy)-3-(trifluoromethyl)-5,8-dihydro-1,7-naphthyridin-7(6H)-yl)methyl)-7-fluoro-1-(oxetan-2-ylmethyl)-1H-benzo[d]imidazole-6-carboxylate